FC=1C=C(C=C(C1)F)N1CCC2=C1N=C(N=C2NC)NC21CC(C2)(C1)N1C=NC(=C1)C 7-(3,5-Difluorophenyl)-N4-methyl-N2-[3-(4-methylimidazol-1-yl)-1-bicyclo[1.1.1]pentanyl]-5,6-dihydropyrrolo[2,3-d]pyrimidin-2,4-diamin